CN1CCN(CC1)C1CCN(CC1)C1=CC=C(C2=C1CC(O2)C)[N+](=O)[O-] 1-methyl-4-(1-(2-methyl-7-nitro-2,3-dihydrobenzofuran-4-yl)piperidin-4-yl)piperazine